(S)-tert-butyl (8-bromo-4-oxo-2,3,4,5-tetrahydro-1H-pyrido[2,3-b][1,4]diazepin-3-yl)carbamate BrC1=CC2=C(NC([C@H](CN2)NC(OC(C)(C)C)=O)=O)N=C1